NC1=NC=CC=C1C1=C(C=C2C(=NC(=NC2=C1)C)N[C@H](C)C=1C(=C(C=CC1)C(C(C)(O)C)(F)F)F)OCCOC (R)-1-(3-(1-((7-(2-aminopyridin-3-yl)-6-(2-methoxyethoxy)-2-methylquinazoline-4-yl)amino)ethyl)-2-fluorophenyl)-1,1-difluoro-2-methylpropan-2-ol